tert-butyl (2R,4S)-2-(2-diazoacetyl)-4-fluoropyrrolidine-1-carboxylate [N+](=[N-])=CC(=O)[C@@H]1N(C[C@H](C1)F)C(=O)OC(C)(C)C